3-(3-chloro-4-fluorophenyl)-1-methyl-1-(1-(1-methylisoquinolin-4-yl)ethyl)urea ClC=1C=C(C=CC1F)NC(N(C(C)C1=CN=C(C2=CC=CC=C12)C)C)=O